1-(4-(5-(5-(2-fluoro-2,3-dihydro-1H-inden-4-yl)-6-methoxy-1H-pyrazolo[4,3-b]pyridin-3-yl)pyridin-2-yl)piperidin-1-yl)-2-hydroxyethan-1-one FC1CC2=CC=CC(=C2C1)C1=C(C=C2C(=N1)C(=NN2)C=2C=CC(=NC2)C2CCN(CC2)C(CO)=O)OC